FC(OC1=CC=C(C=C1)C=1C=CC(N(N1)CC=1NC(=CN1)C)=O)F 6-(4-(difluoromethoxy)phenyl)-2-((5-methyl-1H-imidazol-2-yl)methyl)pyridazin-3(2H)-one